rac-(2R,3S,4S,5R)-4-[[3-[2-(difluoromethoxy)-3,4-difluoro-phenyl]-4,5-dimethyl-5-(trifluoromethyl)tetrahydrofuran-2-carbonyl]amino]-5-methyl-pyridine-2-carboxamide FC(OC1=C(C=CC(=C1F)F)[C@H]1[C@@H](O[C@]([C@H]1C)(C(F)(F)F)C)C(=O)NC1=CC(=NC=C1C)C(=O)N)F |r|